C(C)(C)(C)OC(=O)N1C(CNCC1)C1=C(C=C(C=C1)C1=NC(=NO1)C1=CC=NC=C1)[N+](=O)[O-] (2-nitro-4-(3-(pyridin-4-yl)-1,2,4-oxadiazol-5-yl)phenyl)piperazine-1-carboxylic acid tert-butyl ester